Sodium Nonylphenol CCCCCCCCCC1=CC=CC=C1[O-].[Na+]